4-(6-{[(2,4-Dimethoxyphenyl)methyl]amino}-5-methylpyridazin-3-yl)-1,2,3,6-tetrahydropyridin COC1=C(C=CC(=C1)OC)CNC1=C(C=C(N=N1)C=1CCNCC1)C